C(C1=CC=CC=C1)OC(=O)N[C@@H](CCCC(=O)O)C(=O)N[C@H](C(=O)NCC1=C(C=CC(=C1)OCCNC)C)CCC1=CC=CC=C1 (S)-5-(((benzyloxy)carbonyl)amino)-6-(((S)-1-((2-methyl-5-(2-(methylamino)ethoxy)benzyl)amino)-1-oxo-4-phenylbutan-2-yl)amino)-6-oxohexanoic acid